CC=1C=CC(=CC1)C(=O)OO p-methylperbenzoic acid